N-butyl-2-methoxy-6-(pyrimidin-5-yl)-1H-benzo[d]Imidazole-1-carboxamide C(CCC)NC(=O)N1C(=NC2=C1C=C(C=C2)C=2C=NC=NC2)OC